O\N=C(\C1=CN=CC=C1)/Cl (Z)-N-hydroxynicotinimidoyl chloride